COC1=C(C=CC(=C1)OC)CNC1=CC=2N(C(N(CC2C=N1)C1=C(C=CC=C1C)F)=O)C1CN(C1)C 7-[(2,4-dimethoxyphenyl)methylamino]-3-(2-fluoro-6-methyl-phenyl)-1-(1-methylazetidin-3-yl)-4H-pyrido[4,3-d]pyrimidin-2-one